oxolauric acid O=C(C(=O)O)CCCCCCCCCC